2-(3,5-dichlorophenyl)benzo[d]oxazole-6-carboxylic acid 3,3-difluoro-1-methylpiperidin-4-yl ester FC1(CN(CCC1OC(=O)C1=CC2=C(N=C(O2)C2=CC(=CC(=C2)Cl)Cl)C=C1)C)F